ClC1=C(C(=O)N(C)C)C=CC(=C1)OCC[C@@H]1CC12CCN(CC2)C(=O)C2(CCC2)C2=C(C=CC(=C2)F)F |o1:15| (S or R)-2-chloro-4-(2-(6-(1-(2,5-difluorophenyl)cyclobutanecarbonyl)-6-azaspiro[2.5]octan-1-yl)ethoxy)-N,N-dimethylbenzamide